2,4,6-trisdimethylaminomethylphenol CN(C)CC1=C(C(=CC(=C1)CN(C)C)CN(C)C)O